methyl 1-(benzenesulfonyl)-1H-indole-5-carboxylate C1(=CC=CC=C1)S(=O)(=O)N1C=CC2=CC(=CC=C12)C(=O)OC